NC1=CC=C(OCCCS(=O)(=O)O)C=C1 3-(4-aminophenoxy)propane-1-sulfonic acid